2,3,3,3-tetrafluoro-propene FC(=C)C(F)(F)F